1-((3S,4R)-4-(3-((4-amino-7-methyl-5-(4-phenoxyphenyl)-7H-pyrrolo[2,3-d]pyrimidin-6-yl)ethynyl)azetidin-1-yl)-3-hydroxypiperidin-1-yl)prop-2-en-1-one NC=1C2=C(N=CN1)N(C(=C2C2=CC=C(C=C2)OC2=CC=CC=C2)C#CC2CN(C2)[C@H]2[C@H](CN(CC2)C(C=C)=O)O)C